N-(2-(difluoromethyl)pyridin-4-yl)-1-(1-oxo-1,2-dihydroisoquinolin-5-yl)-5-(trifluoromethyl)-1H-pyrazole-4-carboxamide FC(C1=NC=CC(=C1)NC(=O)C=1C=NN(C1C(F)(F)F)C1=C2C=CNC(C2=CC=C1)=O)F